2-(2-Chlorophenoxy)-4-[2,6-dioxo-4-(trifluoromethyl)-3,6-dihydropyrimidin-1(2H)-yl]-5-methylbenzonitrile ClC1=C(OC2=C(C#N)C=C(C(=C2)N2C(NC(=CC2=O)C(F)(F)F)=O)C)C=CC=C1